C1(OCC12CNC2)NC(=O)[C@H]2CN(C)[C@@H]1CC3=CNC4=CC=CC(C1=C2)=C34 2-oxa-6-azaspiro[3.3]heptyl-lysergic acid amide